tert-butyl 4-((1r,3r)-3-(6-(2-hydroxypropan-2-yl)-5-(2,2,2-trifluoroacetamido)-2H-indazol-2-yl)cyclobutyl)piperazine-1-carboxylate OC(C)(C)C=1C(=CC2=CN(N=C2C1)C1CC(C1)N1CCN(CC1)C(=O)OC(C)(C)C)NC(C(F)(F)F)=O